di-(2-octyl) phosphate P(=O)(OC(C)CCCCCC)(OC(C)CCCCCC)[O-]